FC=1C=C(C=CC1F)N1C(CC[C@H]1C1=NC2=C(N1CCCOC)C=CC(=C2)C=2C(=NOC2C)C)=O (S)-1-(3,4-difluorophenyl)-5-(5-(3,5-dimethylisoxazol-4-yl)-1-(3-methoxypropyl)-1H-benzo[d]imidazol-2-yl)pyrrolidin-2-one